C(C)C=1C=C(C=CC1)NC(=O)NC1=CN(C(C2=CC=CC=C12)=O)C 1-(3-ethylphenyl)-3-(2-methyl-1-oxoisoquinolin-4-yl)urea